BrCC1=CC=C2N=C(C(NC2=C1F)=O)C(C)F 7-(bromomethyl)-8-fluoro-3-(1-fluoroethyl)quinoxalin-2(1H)-one